N2-[1-(3-methoxypropyl)indazol-6-yl]-2,4-pyrimidinediamine COCCCN1N=CC2=CC=C(C=C12)NC1=NC=CC(=N1)N